N-(4-(3-aminopiperidin-1-yl)phenyl)-4-((8-methyl-2,3-dihydro-1H-pyrido[2,3-b][1,4]oxazin-7-yl)amino)-2-oxo-1,2-dihydropyridine-3-carboxamide NC1CN(CCC1)C1=CC=C(C=C1)NC(=O)C=1C(NC=CC1NC1=C(C2=C(OCCN2)N=C1)C)=O